1-(4-bromothien-3-yl)azetidine-3-carboxylic acid BrC=1C(=CSC1)N1CC(C1)C(=O)O